FC1([C@H]2CC=3C(=NNC3C[C@]21C)C(=O)NC=2C=NN(C2)CC2CCNCC2)F (4aS,5aR)-5,5-difluoro-5a-methyl-N-{1-[(piperidin-4-yl)methyl]-1H-pyrazol-4-yl}-1H,4H,4aH,5H,5aH,6H-cyclopropa[f]indazole-3-carboxamide